N-(5-(phenylamino)biphenyl-2-yl)-3-(1H-1,2,4-triazol-1-yl)propanamide C1(=CC=CC=C1)NC=1C=CC(=C(C1)C1=CC=CC=C1)NC(CCN1N=CN=C1)=O